ethyl 4-formyl-6-methyl-2-methylsulfanyl-pyrimidine-5-carboxylate C(=O)C1=NC(=NC(=C1C(=O)OCC)C)SC